BrC1=C2CC(CC2=CC=C1)(F)F 4-Bromo-2,2-difluoro-1,3-dihydroindene